7-[(1E)-2-[5-(4-{[(2,4-dimethoxyphenyl)methyl]amino}-5-(1-methyl-1H-pyrazol-3-yl)-7H-pyrrolo[2,3-d]pyrimidin-7-yl)pyridin-3-yl]ethenyl]-N-methylquinolin-2-amine COC1=C(C=CC(=C1)OC)CNC=1C2=C(N=CN1)N(C=C2C2=NN(C=C2)C)C=2C=C(C=NC2)/C=C/C2=CC=C1C=CC(=NC1=C2)NC